CO[C@H]1CC[C@@H](OC1)CN ((2R,5S)-5-Methoxytetrahydro-2H-pyran-2-yl)methylamine